5-ACETYL-4-METHYL-1H-PYRAZOLE-3-CARBOXYLIC ACID C(C)(=O)C1=C(C(=NN1)C(=O)O)C